4-(3-Methylureido)piperidine-1-carboxylic acid tert-butyl ester C(C)(C)(C)OC(=O)N1CCC(CC1)NC(=O)NC